2-(3-(4-hydroxy-phenyl)-propionamido)-benzoic acid OC1=CC=C(C=C1)CCC(=O)NC1=C(C(=O)O)C=CC=C1